CC1=CC=C(C=N1)CNC1=CC=C2C(=N1)CN(C2=O)CCNC(C)=O N-(2-(2-(((6-methylpyridin-3-yl)methyl)amino)-5-oxo-5,7-dihydro-6H-pyrrolo[3,4-b]pyridin-6-yl)ethyl)acetamide